1-octadecyl-beta-D-glucose C(CCCCCCCCCCCCCCCCC)[C@]1(O)[C@H](O)[C@@H](O)[C@H](O)[C@H](O1)CO